(S)-2-(4-bromophenyl)-N-(8,9-difluoro-6-oxo-1,4,5,6-tetrahydro-2H-pyrano[3,4-c]isoquinolin-1-yl)-2,2-difluoro-N-methylacetamide BrC1=CC=C(C=C1)C(C(=O)N(C)[C@@H]1COCC=2NC(C=3C=C(C(=CC3C21)F)F)=O)(F)F